NN1CCC[C@H]1CC (3S,5R)-1-amino-5-ethyl-pyrrolidine